FC(OC1=NC(=CC=C1NC(=O)C1(CN(C1)S(=O)(=O)CCCS(=O)(=O)O)C1=C(C=CC=C1)C(C)C)C)F 3-((3-((2-(difluoromethoxy)-6-methylpyridin-3-yl)carbamoyl)-3-(2-isopropylphenyl)azetidin-1-yl)sulfonyl)propane-1-sulfonic acid